Sodium bis(2-ethyl-1-hexyl)sulfosuccinate C(C)C(CC(C(C(=O)[O-])S(=O)(=O)O)(C(=O)[O-])CC(CCCC)CC)CCCC.[Na+].[Na+]